CC1=C(SC=2C1=NC(=CC2N2CCOCC2)N2N=C(C=C2)C=2C=C(C=CC2)C)CN2CCC(CC2)C(C)(C)O 2-(1-((3-Methyl-7-morpholino-5-(3-(m-tolyl)-1H-pyrazol-1-yl)thieno[3,2-b]pyridin-2-yl)methyl)piperidin-4-yl)propan-2-ol